ClC1=C(CNC(=O)[C@H]2N3C4=C(C=CC=C4C2)CC[C@@H](C3=O)NC([C@H]([C@H](CC)C)NC(COCCF)=O)=O)C=CC=C1 (2S,5S)-5-{(2S,3S)-2-[2-(2-Fluoro-ethoxy)-acetylamino]-3-methyl-pentanoylamino}-4-oxo-1,2,4,5,6,7-hexahydro-azepino[3,2,1-hi]indole-2-carboxylic acid 2-chloro-benzylamide